Cl.C(#N)C=1C=C(C=CC1)COC1=C(C(=NCCO)NCCO)C=CC(=C1)OCC1=C(C(=CC=C1)C1=CC=CC=C1)C 2-[(3-cyanophenyl)methoxy]-N,N'-bis(2-hydroxyethyl)-4-[(2-methyl-3-phenyl-phenyl)methoxy]benzamidine hydrochloride salt